CN(CCOC1=CC=C(NC=2N=CC3=C(N2)N(C(C(=C3)N3CCN(C2=C(C=CC=C32)C)C(C=C)=O)=O)C3COCC3)C=C1)C 2-[4-[2-(dimethylamino)ethoxy]anilino]-6-(5-methyl-4-prop-2-enoyl-2,3-dihydroquinoxalin-1-yl)-8-tetrahydrofuran-3-yl-pyrido[2,3-d]pyrimidin-7-one